BrC1=CC(=C(C=C1COC)CO)F (4-bromo-2-fluoro-5-(methoxymethyl)phenyl)methanol